C(C)N1C(NC2=C(C1=O)SC(=C2)CN2CC(CC2)N(C=2C=CC(=NC2)C(=O)NC)C)=O 5-((1-((3-ethyl-2,4-dioxo-1,2,3,4-tetrahydrothieno[3,2-d]pyrimidin-6-yl)methyl)pyrrolidin-3-yl)(methyl)amino)-N-methylpicolinamide